(R)-1-(1-((6-chloro-2-iodo-5-(3-methoxypropoxy)pyridin-3-yl)oxy)-3,3-dimethylbutan-2-yl)-4-oxo-1,4-dihydropyridine-3-carboxylic acid tert-butyl ester C(C)(C)(C)OC(=O)C1=CN(C=CC1=O)[C@@H](COC=1C(=NC(=C(C1)OCCCOC)Cl)I)C(C)(C)C